(S)-3-((S)-sec-butyl)-4-glycyl-1,3,4,5-tetrahydro-2H-benzo[e][1,4]diazepin-2-one [C@H](C)(CC)[C@@H]1N(CC2=C(NC1=O)C=CC=C2)C(CN)=O